(±)-trans-N-[trans-3-(pyrid-3-yloxy)cyclobutyl]-4-phenylpyrrolidine N1=CC(=CC=C1)O[C@@H]1C[C@H](C1)N1CC[C@@H](C1)C1=CC=CC=C1 |&1:14|